CC1(CN(C1)C(C)=O)C 1-(3,3-dimethylazetidin-1-yl)ethanone